4-(4-isobutylphenyl)-1-phenylpentan-1-yn-3-one C(C(C)C)C1=CC=C(C=C1)C(C(C#CC1=CC=CC=C1)=O)C